N(N)C1=C2N=C(N(C2=NC=N1)C1=CC=CC2=CC=CC=C12)C=1SC=CC1 6-hydrazino-9-(naphthalene-1-yl)-8-(thiophene-2-yl)-9H-purine